5-chloro-2-fluoro-4-(((6-fluoro-1H-indazol-7-yl)methyl)amino)-N-(thiazol-4-yl)benzenesulfonamide formate C(=O)O.ClC=1C(=CC(=C(C1)S(=O)(=O)NC=1N=CSC1)F)NCC=1C(=CC=C2C=NNC12)F